S(=O)(=O)(O)O.N/C(/C=1C=C(C[C@H](NS(=O)(=O)C2=C(C=C(C=C2C(C)C)C(C)C)C(C)C)C(=O)N2CCN(CC2)C(=O)OCC)C=CC1)=N/O ethyl 4-{3-[(E)-amino (hydroxyimino)methyl]-N-[(2,4,6-triisopropylphenyl) sulfonyl]-L-phenylalanyl}-piperazine-1-carboxylate hydrogen sulphate